pyrazolo[1,5-a]pyrazine-3-carbonitrile dihydrochloride Cl.Cl.N1=CC(=C2N1C=CN=C2)C#N